tert-butyl (3R,4S)-3-({8-carbamoyl-6-chloropyrido[3,2-d]pyrimidin-4-yl}amino)-4-fluoropiperidine-1-carboxylate C(N)(=O)C1=CC(=NC2=C1N=CN=C2N[C@@H]2CN(CC[C@@H]2F)C(=O)OC(C)(C)C)Cl